NC1=NC=CC=C1C1=NC=2C(=NC(=CC2)Cl)N1C=1C=C2CC[C@@H](C2=CC1)NC(C1=CC(=C(C=C1)O)C=O)=O N-[(1S)-5-[2-(2-aminopyridin-3-yl)-5-chloroimidazo[4,5-b]pyridin-3-yl]-2,3-dihydro-1H-inden-1-yl]-3-formyl-4-hydroxybenzamide